4-chloro-2',3'-difluoro-[1,1'-biphenyl]-2-ol ClC=1C=C(C(=CC1)C1=C(C(=CC=C1)F)F)O